tert-butyl (6-(4-methylpyridin-3-yl)benzo[d]thiazol-2-yl)carbamate CC1=C(C=NC=C1)C1=CC2=C(N=C(S2)NC(OC(C)(C)C)=O)C=C1